C[N+]1(CCCC(C1)NC(=O)CCCC(=O)O)CC2=CC=C(C=C2)C(=O)NCCO The molecule is a piperidinium ion that is benzamide substituted on nitrogen by a 2-hydroxyethyl group and at the 4-position by a [3-(4-carboxybutanamido)-N-methylpiperidinio]methyl group. It has a role as a hapten. It is a piperidinium ion and a quaternary ammonium ion.